N-(3-(1H-pyrazol-1-yl)benzyl)-1-(3-methoxyphenyl)methylamine N1(N=CC=C1)C=1C=C(CNCC2=CC(=CC=C2)OC)C=CC1